N1[C@@H](CCC1)C(=O)N prolin amide